3-(4-(4-(4-(4-aminophenyl)piperazin-1-yl)piperidin-1-yl)-1-oxoisoindolin-2-yl)piperidine-2,6-dione NC1=CC=C(C=C1)N1CCN(CC1)C1CCN(CC1)C1=C2CN(C(C2=CC=C1)=O)C1C(NC(CC1)=O)=O